OC(C(=O)OC)CCCCCCCCCCCCCCCC methyl alpha-hydroxystearate